C(C)(C)[P](C1=CC=C(C=C1)C)=O racemic-isopropyl-(4-methylphenyl)phosphorus oxide